O1CCN(CC1)CCNC1=CC(=C(C=C1)C1=C(N=C(S1)C=1C=NNC1)C(=O)N)N1CCCCC1 (4-((2-morpholinoethyl)amino)-2-(piperidin-1-yl)phenyl)-2-(1H-pyrazol-4-yl)thiazole-4-carboxamide